di-n-butyltin isodecanoate C(CCCCCCC(C)C)(=O)[O-].C(CCC)[Sn+2]CCCC.C(CCCCCCC(C)C)(=O)[O-]